C(C)C1C(=NOC1CC1=CC(=CC=C1)OC)CNC(=O)C1=CC(=NN1C(C)C)C ethyl-3-((1-isopropyl-3-methyl-1H-pyrazole-5-carboxamido)methyl)-5-(3-methoxybenzyl)-4,5-dihydroisoxazole